N1C(=NC2=C1C=CC=C2)[C@H](C)NC(=O)[C@H](CC(N2[C@@H](CCC2)C2=CC=CC=C2)=O)NC(CCC(C)C)=O N-[(1S)-1-[[(1S)-1-(1H-benzimidazol-2-yl)ethyl]carbamoyl]-3-oxo-3-[(2S)-2-phenylpyrrolidin-1-yl]propyl]-4-methyl-pentanamide